3-(trimethoxysilyl)-propyl isocyanate CO[Si](CCCN=C=O)(OC)OC